FC(OC1=C(C=NC=C1)C(=O)N)F 4-(Difluoromethoxy)Pyridine-3-Carboxamide